FC=1C=C(N(C1)C)B(O)O 4-FLUORO-1-METHYL-1H-PYRROLE-2-BORONIC ACID